methyl (S)-2-((2-(2,6-difluoro-4-(methylcarbamoyl)phenyl)-7-methylindol-3-yl)methyl)morpholine-4-carboxylate FC1=C(C(=CC(=C1)C(NC)=O)F)C=1NC2=C(C=CC=C2C1C[C@H]1CN(CCO1)C(=O)OC)C